C(#N)C=1N=CC(=NC1)NC1=CC(=C(N=N1)C(NC1CCCC1)=O)NCC1CCN(CC1)C(=O)OC(C)(C)C tert-butyl 4-((6-(5-cyanopyrazin-2-ylamino)-3-(cyclopentylcarbamoyl)pyridazin-4-ylamino)methyl)piperidine-1-carboxylate